(N,N-dimethylaminoethyl methacrylate) (2-dimethylaminoethyl methacrylate) CN(CCC=C(C(=O)O)C)C.CN(C)CCC=C(C(=O)O)C